N1CC(CC1)C(C=C)=O 1-(3-pyrrolidinyl)-2-propen-1-one